bis(neodecanoyloxy)dioctyltin C(CCCCCC(C)(C)C)(=O)O[Sn](CCCCCCCC)(CCCCCCCC)OC(CCCCCC(C)(C)C)=O